C(C)(CC)C1=CC(=CC=2N(C(=NC21)OC)C(=O)N)C=2C=NC=NC2 (sec-Butyl)-2-methoxy-6-(pyrimidin-5-yl)-1H-benzo[d]imidazole-1-carboxamide